NC1=NC=2C(=CC=CC2C=2N1C=C(N2)C(=O)N2C(CCC2)C(C)C)OC (5-amino-7-methoxyimidazo[1,2-c]quinazolin-2-yl)(2-isopropylpyrrolidin-1-yl)methanone